2-[(3-{2-[(2,4-dichlorophenoxy)methyl]pyridin-4-yl}pyrrolidin-1-yl)methyl]-1-{[(2S)-oxetan-2-yl]methyl}-1H-1,3-benzodiazole-6-carboxylic acid ClC1=C(OCC2=NC=CC(=C2)C2CN(CC2)CC2=NC3=C(N2C[C@H]2OCC2)C=C(C=C3)C(=O)O)C=CC(=C1)Cl